CN1N=CC2=CC=C(C=C12)C=1C2=C(NN1)C1=C(C2)SC(=C1)C1=CC=C(CN2CC3(COC3)C2)C=C1 6-(4-(3-(1-methyl-1H-indazol-6-yl)-1,4-dihydro-thieno[2',3':4,5]cyclopenta[1,2-c]pyrazol-6-yl)benzyl)-2-oxa-6-azaspiro[3.3]heptane